CC1=NC=CC(=C1)CC(=O)N (2-methylpyridin-4-yl)acetamide